2-({3-fluoro-4-[5-(trifluoromethyl)-1,2,4-oxadiazol-3-yl]phenyl}methoxy)-N-methylbenzamide FC=1C=C(C=CC1C1=NOC(=N1)C(F)(F)F)COC1=C(C(=O)NC)C=CC=C1